sodium 2,3-bis((3-((tert-butoxycarbonyl)amino)propanoyl)oxy)propyl ((R)-2,3-bis(tetradecanoyloxy)propyl) phosphate P(=O)(OCC(COC(CCNC(=O)OC(C)(C)C)=O)OC(CCNC(=O)OC(C)(C)C)=O)(OC[C@@H](COC(CCCCCCCCCCCCC)=O)OC(CCCCCCCCCCCCC)=O)[O-].[Na+]